N-(4-methylpyridin-3-yl)-N-toluenesulfonylmethacrylamide CC1=C(C=NC=C1)N(C(C(=C)C)=O)S(=O)(=O)CC1=CC=CC=C1